The molecule is an organosulfonate oxoanion obtained by deprotonation of the sulfo and hydroxyimino groups of 5-(hydroxyimino)-6-oxo-5,6-dihydronaphthalene-2-sulfonic acid. It is a conjugate base of a 5-(hydroxyimino)-6-oxo-5,6-dihydronaphthalene-2-sulfonic acid. C1=CC2=C(C=CC(=C2N=O)[O-])C=C1S(=O)(=O)[O-]